C(C)OC(CN([SiH3])[SiH3])OCC diethoxydisilyl-ethylamine